CC1C(NC2=CN(N=C2C=2C=CN=C(CCCC1)C2)C=2C=NC=CC2)=O 9-methyl-4-(pyridin-3-yl)-3,4,7,15-tetraazatricyclo[12.3.1.02,6]Octadeca-1(18),2,5,14,16-pentaen-8-one